(R)-5-(5-((1-(4-fluorophenyl)ethyl)amino)pyrazin-2-yl)pyridazine-3-carbaldehyde FC1=CC=C(C=C1)[C@@H](C)NC=1N=CC(=NC1)C=1C=C(N=NC1)C=O